ClC1=CC(=C(C=C1)NC(=O)C1=CC(=NC=C1)C(F)F)C(N[C@H](C(C(=O)NC1CC1)=O)C[C@H]1C(N[C@@H](C1)C)=O)=O N-[4-chloro-2-[[(1S)-3-(cyclopropylamino)-1-[[(3S,5R)-5-methyl-2-oxo-pyrrolidin-3-yl]methyl]-2,3-dioxo-propyl]carbamoyl]phenyl]-2-(difluoromethyl)pyridine-4-carboxamide